N-(1-(3-(dimethylamino)propyl)-2,3-dimethyl-1,5,6,7,8,9-hexahydrocyclohepta[b]pyrrolo[3,2-e]pyridin-4-yl)-2,2-difluoropropionamide CN(CCCN1C(=C(C=2C(=C3C(=NC21)CCCCC3)NC(C(C)(F)F)=O)C)C)C